5-[5-({cis-3-[3-(difluoromethoxy)-2-fluorophenyl]cyclobutyl}oxy)pyrazin-2-yl]isoxazol-3-ol FC(OC=1C(=C(C=CC1)[C@H]1C[C@H](C1)OC=1N=CC(=NC1)C1=CC(=NO1)O)F)F